2-amino-5-[8-(4-chloro-2-methyl-2H-indazol-5-yl)indolizine-3-carbonyl]benzonitrile NC1=C(C#N)C=C(C=C1)C(=O)C1=CC=C2C(=CC=CN12)C1=C(C2=CN(N=C2C=C1)C)Cl